3-Sec-butyl-1-methylquinoxalin-2(1H)-one C(C)(CC)C=1C(N(C2=CC=CC=C2N1)C)=O